FC(C=1C=NN(C1)C=1C=NN2C1N=CC=C2)(F)F 3-(4-(trifluoromethyl)-1H-pyrazol-1-yl)pyrazolo[1,5-a]pyrimidine